N1C=CC=2C1=NC=C(C2)OC=2C=C(C=CC2C(=O)NS(=O)(=O)C2=CC(=C(C=C2)NCC2CCOCC2)[N+](=O)[O-])C=2CCC(CC2)=O 3-((1H-pyrrolo[2,3-b]pyridin-5-yl)oxy)-N-((3-nitro-4-(((tetrahydro-2H-pyran-4-yl)methyl)amino)phenyl)sulfonyl)4'-oxo-2',3',4',5'-tetrahydro-[1,1'-biphenyl]-4-carboxamide